(5'S,7a'R)-5'-(4-fluorophenyl)-3-[([1,2,4]triazolo[1,5-a]pyrazin-8-yl)oxy]tetrahydro-3'H-spiro[cyclobutane-1,2'-pyrrolo[2,1-b][1,3]oxazol]-3'-one FC1=CC=C(C=C1)[C@@H]1CC[C@H]2OC3(C(N21)=O)CC(C3)OC=3C=2N(C=CN3)N=CN2